ClC1=NC(=NC=C1C(F)(F)F)N[C@@H]1[C@@H](CN(CC1)C(=O)OC(C)(C)C)C tert-butyl (3R,4S)-4-[[4-chloro-5-(trifluoromethyl)-pyrimidin-2-yl]amino]-3-methylpiperidine-1-carboxylate